N-((3-chloro-4-fluorophenyl)(5-methyl-4-(methylsulfonyl)-1H-imidazol-2-yl)methyl)-5-ethoxypyridin-2-amine ClC=1C=C(C=CC1F)C(NC1=NC=C(C=C1)OCC)C=1NC(=C(N1)S(=O)(=O)C)C